O1C2=C(OCC1)C=C(C=C2)\C=C/C2CCN(CC2)C(=O)OC(C)(C)C tert-butyl (Z)-4-(2-(2,3-dihydrobenzo[b][1,4]dioxin-6-yl)vinyl)piperidine-1-carboxylate